6-(5-bromo-2-(1-(6-methyl-2-methylsulfanylpyrimidin-4-yl)-1H-pyrazol-4-yl)phenyl)-6-azaspiro[2.5]octane BrC=1C=CC(=C(C1)N1CCC2(CC2)CC1)C=1C=NN(C1)C1=NC(=NC(=C1)C)SC